COC[C@@H](CC(C)C)NC(C1=CC(=C(C=C1)C)C)=O (R)-N-(1-methoxy-4-methylpentane-2-yl)-3,4-dimethylbenzamide